N1=CC=C(C=C1)C1=NC(=NN1)SC(C=O)C 2-{[5-(pyridin-4-yl)-1H-1,2,4-triazol-3-yl]sulfanyl}propan-1-one